n-butyl-2,4-diphenyl-4-methyl-1-pentene C(CCC)C=C(CC(C)(C)C1=CC=CC=C1)C1=CC=CC=C1